(R)-5-Amino-2-(3-(5-(3-hydroxy-1-methyl-2-oxopyrrolidin-3-yl)isoxazol-3-yl)phenyl)thiazole-4-carboxamide NC1=C(N=C(S1)C1=CC(=CC=C1)C1=NOC(=C1)[C@]1(C(N(CC1)C)=O)O)C(=O)N